1-(tert-butyl) 3-methyl (S)-4-(3-nitropyridin-2-yl)piperazine-1,3-dicarboxylate [N+](=O)([O-])C=1C(=NC=CC1)N1[C@@H](CN(CC1)C(=O)OC(C)(C)C)C(=O)OC